5-fluoro-2-methoxy-4-((trifluoromethyl)thio)aniline (2-(5-(1-((7-(benzyloxy)-4-methylphthalazin-1-yl)amino)ethyl)thiophen-2-yl)benzyl)(methyl)carbamate C(C1=CC=CC=C1)OC1=CC=C2C(=NN=C(C2=C1)NC(C)C1=CC=C(S1)C1=C(CN(C(O)=O)C)C=CC=C1)C.FC=1C(=CC(=C(N)C1)OC)SC(F)(F)F